C1(CC1)C1=C(C(=NO1)C1=C(C=CC=C1Cl)Cl)CO[C@@H]1[C@H]2CN([C@@H](C1)C2)C2=C(C=C(C(=O)O)C=C2)F 4-((1r,4r,5s)-5-((5-cyclopropyl-3-(2,6-dichlorophenyl)isoxazol-4-yl)methoxy)-2-azabicyclo[2.2.1]Heptane-2-yl)-3-fluorobenzoic acid